C1(\C=C/CCCCCCCCCCCCCC)C(=O)OC1=O cis-2-heptadecene-1,1-dicarboxylic anhydride